O1C(=NC2=C1C=CC=C2)C=2N=C(NC(C2O)=O)N2[C@@H](C1=CC(=CC=C1CC2)C(=O)N(C)C)C2=CC=CC=C2 (R)-2-(4-(benzo[d]oxazol-2-yl)-5-hydroxy-6-oxo-1,6-dihydropyrimidin-2-yl)-N,N-dimethyl-1-phenyl-1,2,3,4-tetrahydroisoquinoline-7-carboxamide